isobutyltri-n-Propoxysilane C(C(C)C)[Si](OCCC)(OCCC)OCCC